2-methyl-5-((4-(3-(trifluoromethyl)pyrrolidin-1-yl)phenyl)amino)isoindolin-1-one CN1C(C2=CC=C(C=C2C1)NC1=CC=C(C=C1)N1CC(CC1)C(F)(F)F)=O